C[C@@H]([C@@H]1CC[C@H]([C@H](O1)O[C@@H]2[C@H]([C@@H]([C@@H]([C@H]([C@H]2O)N(C)C(=O)CN)OC)O)N)N)N The molecule is an amino cyclitol glycoside that is L-chiro-inositol in which the hydroxy groups at positions 1, 4, and 6 are replaced by aminoacetyl)methylamino, amino, and methoxy groups, respectively, and in which the hydroxy group at position 3 is converted to the corresponding 2,6-diamino-2,3,4,6,7-pentadeoxy-beta-L-lyxo-heptopyranoside. The major component of fortimicin, obtained from Micromonospora olivasterospora. It is administered (as the sulfate salt) by intramuscular injection or intravenous infusion for the treatment of severe systemic infections due to sensitive Gram-negative organisms. It has a role as an antibacterial agent and a metabolite. It is an aminoglycoside antibiotic, an amino cyclitol glycoside, a primary amino compound, a diol and a monocarboxylic acid amide.